(5-bromo-2-(2,6-difluoropyridin-3-yl)-4-fluorophenyl)-methanol BrC=1C(=CC(=C(C1)CO)C=1C(=NC(=CC1)F)F)F